FC1=C(C=CC(=C1)C=O)C=1N=C2SC3=C(N2C1)C=CC(=C3)C(=O)NCCCN3CCCCC3 (2-fluoro-4-formylphenyl)-N-(3-(piperidin-1-yl)propyl)benzo[d]imidazo[2,1-b]thiazole-7-carboxamide